BrC=1C(=C(C(=O)NC2=C(C=C(C(=C2)Cl)C(C#N)C2=CC=C(C=C2)Cl)C)C(=C(C1)C(C)(C)C)O)C 3-bromo-5-tert-butyl-N-{5-chloro-4-[(4-chloro-phenyl)-cyano-methyl]-2-methyl-phenyl}-6-hydroxy-2-methyl-benzamide